1-(5-((4-((4-([1,2,4]triazolo[1,5-a]pyridin-7-yloxy)-2-methoxy-5-methylphenyl)amino)-7-methoxy-quinazolin-6-yl)oxy)-2-azabicyclo[2.2.1]heptan-2-yl)prop-2-en-1-one N=1C=NN2C1C=C(C=C2)OC2=CC(=C(C=C2C)NC2=NC=NC1=CC(=C(C=C21)OC2C1CN(C(C2)C1)C(C=C)=O)OC)OC